CC1=C(C=CC=C1)CCNC(CC)=O N-(2-methylphenylethyl)propionamide